(1R,2S,3R,4R,Z)-N-(4-fluoro-3-(trifluoromethyl)phenyl)-3-(5-(hydroxymethyl)-2-methoxybenzamido)-7-(2,2,2-trifluoroethylidene)bicyclo[2.2.1]heptane-2-carboxamide FC1=C(C=C(C=C1)NC(=O)[C@H]1[C@H]/2CC[C@@H]([C@H]1NC(C1=C(C=CC(=C1)CO)OC)=O)\C2=C/C(F)(F)F)C(F)(F)F